2-(2-methyl-phenoxymethyl)benzoyl cyanide CC1=C(OCC2=C(C(=O)C#N)C=CC=C2)C=CC=C1